CC1=C(C=CC=C1)C1=CC(=CC=C1)S(=O)(=O)NC1=C(C=CC=C1)C#CC1=CC=C(C(=O)O)C=C1 4-[2-(2-{2'-methyl-[1,1'-biphenyl]-3-sulfonamido}phenyl)ethynyl]benzoic acid